(S)-N-(5-(2-(2-aminopyridin-3-yl)-5-(2H-1,2,3-triazol-2-yl)-3H-imidazo[4,5-b]pyridin-3-yl)-2,3-dihydro-1H-inden-1-yl)acetamide NC1=NC=CC=C1C1=NC=2C(=NC(=CC2)N2N=CC=N2)N1C=1C=C2CC[C@@H](C2=CC1)NC(C)=O